FC1=C(CSC)C=C(C=C1)[N+](=O)[O-] (2-Fluoro-5-nitrobenzyl)(methyl)sulfane